[Si](C)(C)(C(C)(C)C)OC[C@@H](C(=O)OC)NC(=O)C=1N=C(SC1)N1C[C@@H](N([C@@H](C1)C)C(=O)OC(C)(C)C)C Tert-butyl (cis)-4-(4-(((S)-3-((tert-butyldimethylsilyl)oxy)-1-methoxy-1-oxopropan-2-yl)carbamoyl)thiazol-2-yl)-2,6-dimethylpiperazine-1-carboxylate